1-[5-(difluoromethoxy)-3-pyridinyl]-3,3-dimethyl-N-(3-methyl-1,1-dioxo-thietan-3-yl)-2-oxo-indoline-5-carboxamide FC(OC=1C=C(C=NC1)N1C(C(C2=CC(=CC=C12)C(=O)NC1(CS(C1)(=O)=O)C)(C)C)=O)F